N-((4-(((1r,4r)-4-morpholinocyclohexyl)amino)-3-nitrophenyl)sulfonyl)benzamide O1CCN(CC1)C1CCC(CC1)NC1=C(C=C(C=C1)S(=O)(=O)NC(C1=CC=CC=C1)=O)[N+](=O)[O-]